(4-chloro-2-(1-oxo-3,4,6,7,8,9-hexahydropyrazino-[1,2-a]indol-2(1H)-yl)pyridine-3-yl)methyl acetate C(C)(=O)OCC=1C(=NC=CC1Cl)N1C(C=2N(C=3CCCCC3C2)CC1)=O